(E)-2-(6-(2-(5-Cyclopropyl-3-(3,5-dichloropyridin-4-yl)isoxazol-4-yl)vinyl)-2-azaspiro[3.3]heptan-2-yl)-4-fluorobenzo[d]thiazol C1(CC1)C1=C(C(=NO1)C1=C(C=NC=C1Cl)Cl)/C=C/C1CC2(CN(C2)C=2SC3=C(N2)C(=CC=C3)F)C1